hexane-1,4-diylbis(4-(4-((perfluorobutyl) sulfonyl) piperazine-1-carbonyl) benzoate) C(CCC(CC)C1=C(C(=O)[O-])C=CC(=C1)C(=O)N1CCN(CC1)S(=O)(=O)C(C(C(C(F)(F)F)(F)F)(F)F)(F)F)C1=C(C(=O)[O-])C=CC(=C1)C(=O)N1CCN(CC1)S(=O)(=O)C(C(C(C(F)(F)F)(F)F)(F)F)(F)F